3-(3-isopropylphenyl)butan-1-al C(C)(C)C=1C=C(C=CC1)C(CC=O)C